C(C)(C)N1C(N(C(C(=C1)C(=O)O)=O)C=1C=NN(C1)C)=O 1-isopropyl-3-(1-methyl-1H-pyrazol-4-yl)-2,4-dioxo-1,2,3,4-tetrahydropyrimidin-5-carboxylic acid